C(C1=CC=CC=C1)N1C(CN(CC1)CC1=CC=CC=C1)C([2H])[2H] (1,4-dibenzyl-piperazine-2-yl)methane-d2